4-{5-[(3,4-dimethoxybenzylidene)amino]-1,3,4-thiadiazol-2-yl}catechol COC=1C=C(C=NC2=NN=C(S2)C=2C=C(C(O)=CC2)O)C=CC1OC